The molecule is a 5-hydroxy monocarboxylic acid that is acetic acid in which one of the methyl hydrogens is substituted by a 4-hydroxy-2,2,3-trimethylcyclopent-3-enyl group (the S-enantiomer). It is a 5-hydroxy monocarboxylic acid and an enol. It derives from an acetic acid. It is a conjugate acid of a [(1S)-4-hydroxy-2,2,3-trimethylcyclopent-3-enyl]acetate. CC1=C(C[C@H](C1(C)C)CC(=O)O)O